4-(1-cyclopropyl-1H-indazol-3-yl)-N-(4-fluoro-2-methoxy-5-nitrophenyl)pyrimidin-2-amine C1(CC1)N1N=C(C2=CC=CC=C12)C1=NC(=NC=C1)NC1=C(C=C(C(=C1)[N+](=O)[O-])F)OC